ClC=1C(=C2C(=NC1)NC(=N2)C2=CC=C(C=C2)N2CCN(CC2)CC2=NC=CN=C2)NC2CCN(CC2)CC 6-Chloro-N-(1-ethylpiperidin-4-yl)-2-{4-[4-(pyrazin-2-ylmethyl)piperazin-1-yl]phenyl}-3H-imidazo[4,5-b]pyridin-7-amine